6-(4-fluoro-3-isopropyl-5-(piperidin-4-yl)-1H-pyrrolo[2,3-c]pyridin-2-yl)-8-methyl-[1,2,4]triazolo[1,5-a]pyridine FC1=C2C(=CN=C1C1CCNCC1)NC(=C2C(C)C)C=2C=C(C=1N(C2)N=CN1)C